C1(=CC=CC=C1)N1N=CC(=C1)C1=CC=C(O1)C(=O)N([C@@H]1CNCC1)CCC 5-(1-phenyl-1H-pyrazol-4-yl)-N-propyl-N-[(3S)-pyrrolidin-3-yl]furan-2-carboxamide